1-Butylamin C(CCC)N